2-[[(2-methyl-4-thiazolyl)methyl]thio]-N-[2-[(2-nitrophenyl)amino]ethyl]-benzamide CC=1SC=C(N1)CSC1=C(C(=O)NCCNC2=C(C=CC=C2)[N+](=O)[O-])C=CC=C1